CC1(CC=2C(=NC(=CC2)N2CCOCC2)O1)CC(C)O (2-methyl-6-morpholino-3H-furo[2,3-b]pyridin-2-yl)propan-2-ol